O1CCN(CC1)C=1OC(=CC(C1)=O)C1=CC=CC=C1 2-morpholino-6-phenyl-4H-pyran-4-one